N(=NC(C(=O)N)(C(C)C)C)C(C(=O)N)(C(C)C)C azobis(dimethyl-2-methylpropionamide)